C1=CN=C(N1)C(=O)C2=NC=CN2 Carbonyl-diimidazole